N-hydroxyethyl-p-toluidine OCCNC1=CC=C(C=C1)C